N=1N(N=CC1)C1=C(C=C(C=N1)NC(=O)C1=CC(=C(C=C1Cl)C1=C(C(=NC=C1C#C)C(=O)N)N)F)C(F)(F)F 4-(4-((6-(2H-1,2,3-triazol-2-yl)-5-(trifluoromethyl)pyridin-3-yl)carbamoyl)-5-chloro-2-fluorophenyl)-3-amino-5-ethynylpicolinamide